C1=C(C=CC2=CC=CC=C12)C(N=CC1=C(C(=C(C(=C1)Br)O)Br)O)C(=O)NN 2-naphthyl-[(3,5-dibromo-2,4-dihydroxyphenyl)methylene]glycine hydrazide